BrC1=CN=CC=2[C@@H](CCCC12)NC(=O)NCC (R)-1-(4-bromo-5,6,7,8-tetrahydroisoquinolin-8-yl)-3-ethylurea